C(C)(C)(C)C1=CN=CN1 5-(tert-butyl)-1H-imidazol